[4-(3-chloro-5-methyl-1H-pyrazol-1-yl)phenyl]methylamine ClC1=NN(C(=C1)C)C1=CC=C(C=C1)CN